4-(7-bromo-2-chloro-8-fluoro-6-iodo-quinazolin-4-yl)-1,4-oxaazepane BrC1=C(C=C2C(=NC(=NC2=C1F)Cl)N1CCOCCC1)I